N-((E)-(2-chloro-3-((E)-(phenylimino)methyl)cyclohex-2-en-1-ylidene)methyl)aniline ClC=1\C(\CCCC1/C=N/C1=CC=CC=C1)=C\NC1=CC=CC=C1